3-(2-((6-chloro-3-(methylcarbamoyl)pyridazin-4-yl)amino)-[1,2,4]Triazolo[1,5-a]Pyridin-6-yl)azetidine-1-carboxylic acid tert-butyl ester C(C)(C)(C)OC(=O)N1CC(C1)C=1C=CC=2N(C1)N=C(N2)NC2=C(N=NC(=C2)Cl)C(NC)=O